C1OCC12CN(CCC2)CC(=O)NC=2C=C(C(=NC2)C)C=2N1C(SC2C=2C=NN(C2)C)=C(C=N1)C(=O)N (5-(2-(2-oxa-6-azaspiro[3.5]non-6-yl)acetamido)-2-methylpyridin-3-yl)-2-(1-methyl-1H-pyrazol-4-yl)pyrazolo[5,1-b]thiazole-7-carboxamide